6-(6-methoxypyridazin-4-yl)pyrrolo[1,2-b]Pyridazine hydrochloride Cl.COC1=CC(=CN=N1)C=1C=C2N(N=CC=C2)C1